Cl.CC1=CN=C2N1C1=CC(=CC=C1N=C2C(CN)N)C (1,8-dimethylimidazo[1,2-a]quinoxalin-4-yl)ethane-1,2-diamine, hydrochloride